Diethylene Glycol Ethyl Ether Oleate C(CCCCCCC\C=C/CCCCCCCC)(=O)OCCOCCOCC